C1(CC1)C=1C=C(C=2N(C1)C=C(N2)COC2=NC(=CC(=N2)NC(=O)[C@@H]2[C@H](C2)C2=NC=CC(=N2)C)C)N2C(N(C(C2)=O)C)=O (1S,2S)-N-(2-((6-cyclopropyl-8-(3-methyl-2,4-dioxoimidazolidin-1-yl)imidazo[1,2-a]pyridin-2-yl)methoxy)-6-methylpyrimidin-4-yl)-2-(4-methylpyrimidin-2-yl)cyclopropane-1-carboxamide